NC1=NC=CC=C1C1=CC(=NO1)CC1=CC=C(C=C1)CC#N 2-(4-((5-(2-aminopyridin-3-yl)isoxazol-3-yl)methyl)phenyl)acetonitrile